racemic-N-[1-(cyclopropylmethyl)-3-(4-fluorophenyl)-4-methyl-1H-pyrazol-5-yl]-6-{4-[1-methoxyethyl]-3,5-dimethyl-1H-pyrazol-1-yl}pyrimidin-4-amine C1(CC1)CN1N=C(C(=C1NC1=NC=NC(=C1)N1N=C(C(=C1C)[C@@H](C)OC)C)C)C1=CC=C(C=C1)F |r|